[Ti].[Na] natrium titanium